BrC1=C(C=C2C(=NC(=NC2=C1F)Cl)N1CC=2N(CCCC1)N=C(C2)C(=O)N(C)C)Cl 5-(7-bromo-2,6-dichloro-8-fluoroquinazolin-4-yl)-N,N-dimethyl-4,5,6,7,8,9-hexahydropyrazolo[1,5-a][1,4]diazocine-2-carboxamide